C1(CC1)C1(CCN(CC1)C=1C=CC(=NC1)NC=1C=CC(=C2CN(C(C12)=O)C(=O)OC(C)(C)C)C1=CN=C2N1C=CC(=C2)F)O tert-Butyl 7-((5-(4-cyclopropyl-4-hydroxypiperidin-1-yl)pyridin-2-yl)amino)-4-(7-fluoroimidazo[1,2-a]pyridin-3-yl)-1-oxoisoindoline-2-carboxylate